FC=1C(=C(C=CC1)C1=CC2=C(N=N1)NC1=C2CC2CCC(C1)N2C(=O)N2C(CN(CC2)C(=O)OC(C)(C)C)(C)C)O tert-butyl 4-(3-(3-fluoro-2-hydroxyphenyl)-6,7,8,9,10,11-hexahydro-5H-6,9-epiminocycloocta[4,5]pyrrolo[2,3-c]pyridazine-12-carbonyl)-3,3-dimethylpiperazine-1-carboxylate